2H-pyrrolo[3,4-c]pyridin C=1NC=C2C=NC=CC21